CC1(N=C(OC1)CCOC(C#CC(C)O)C)C 5-[2-(4,4-dimethyl-5H-oxazol-2-yl)ethoxy]hex-3-yn-2-ol